C(C)SC1=NN2C(N=C(C=C2C(F)(F)F)C(F)(F)F)=C1C1=NC=2C(=NC=C(C2)C(F)(F)F)N1C 2-(2-(ethylsulfanyl)-5,7-bis(trifluoromethyl)pyrazolo[1,5-a]pyrimidin-3-yl)-3-methyl-6-(trifluoromethyl)-3H-imidazo[4,5-b]pyridine